[Cr](=O)(=O)(O[Si](C1=CC=C(C=C1)C)(C1=CC=C(C=C1)C)C1=CC=C(C=C1)C)O[Si](C1=CC=C(C=C1)C)(C1=CC=C(C=C1)C)C1=CC=C(C=C1)C bis(tri-p-tolylsilyl) chromate